FC1([C@@H](CN(CC1)CC1=CC(=C2CN(C(C2=C1)=O)C1=CC(=CC=C1)C1(CC(C1)C)C1=NN=CN1C)C(F)(F)F)C)F 6-(((R)-4,4-difluoro-3-methylpiperidin-1-yl)methyl)-2-(3-((1S,3S)-3-methyl-1-(4-methyl-4H-1,2,4-triazol-3-yl)cyclobutyl)phenyl)-4-(trifluoromethyl)isoindolin-1-one